FC1=C(C(=CC=C1C#CC(C)(C)O)O)N1CC(NS1(=O)=O)=O 5-(2-fluoro-6-hydroxy-3-(3-hydroxy-3-methylbut-1-yn-1-yl)phenyl)-1,2,5-thiadiazolidin-3-one 1,1-dioxide